N-hydroxy-1-(4-methoxyphenyl)cyclopropane-1-carboximidamide ONC(=N)C1(CC1)C1=CC=C(C=C1)OC